C(C)(C)(C)OC(=O)N1CC(C1)NC(=O)C=1N=C2N(C=C(C=C2F)Br)C1 3-[(6-bromo-8-fluoro-imidazo[1,2-a]pyridine-2-carbonyl)amino]azetidine-1-carboxylic acid tert-butyl ester